N1CC(C1)CNCCCCCC (2r,3r,4r,5s)-6-((azetidin-3-ylmethyl)amino)hexane